ClC=1C=C(C=C(C1O)Cl)CCC(=O)OC methyl 3-(3,5-dichloro-4-hydroxy-phenyl)propanoate